CO[C@@H]1C[C@@H](CC1)NC=1C2=C(N=C(N1)C=1N(C=CN1)C)SC(=C2C2=CC=CC=C2)C2=NNC=C2 |r| Rac-N-((1R,3S)-3-methoxycyclopentyl)-2-(1-methyl-1H-imidazol-2-yl)-5-phenyl-6-(1H-pyrazol-3-yl)thieno[2,3-d]pyrimidin-4-amine